((1s,3s)-3-(4-(2-(4-hydroxyphenyl) prop-2-yl)phenoxy)cyclobutyl)tert-butyl carbamate C(N)(OC(CC1CC(C1)OC1=CC=C(C=C1)C(C)(C)C1=CC=C(C=C1)O)(C)C)=O